CC1(OB(OC1(C)C)C=1C=C(C=NC1)NC(OC(C)(C)C)=O)C tert-butyl [5-(4,4,5,5-tetramethyl-1,3,2-dioxaborolan-2-yl)pyridin-3-yl]carbamate